(Z)-5-((1H-pyrrolo[2,3-c]pyridin-3-yl)methylene)-3-ethylimidazolidine-2,4-dione N1C=C(C=2C1=CN=CC2)\C=C/2\C(N(C(N2)=O)CC)=O